C(C1=CC=CC=C1)OC[C@H]1OCC[C@@H](CN(C1)C(=O)OC(C)(C)C)O[Si](C)(C)C(C)(C)C |o1:13| tert-butyl (2S,6S*)-2-[(benzyloxy)methyl]-6-[(tert-butyldimethylsilyl)oxy]-1,4-oxazocane-4-carboxylate